N'-[5-chloro-2-methyl-6-(1-methyl-2-propoxy-ethoxy)-3-pyridinyl]-N-ethyl-N-methyl-formamidine ClC=1C=C(C(=NC1OC(COCCC)C)C)N=CN(C)CC